CC=1C(=CC=2C(N1)=NSN2)N 5-methyl-[1,2,5]thiadiazolo[3,4-b]pyridin-6-amine